FC(CC(C)NC1=NNC2=NC=CC(=C21)OC2=C(C=C(C=C2)NC(=O)C=2C(N(C(N(C2)C(C)C)=O)C2=CC=C(C=C2)F)=O)F)F N-(4-((3-((4,4-difluorobutan-2-yl)amino)-1H-pyrazolo[3,4-b]pyridin-4-yl)oxy)-3-fluorophenyl)-3-(4-fluorophenyl)-1-isopropyl-2,4-dioxo-1,2,3,4-tetrahydropyrimidine-5-carboxamide